BrC1=NC2=C(N1CCN1CCOCC1)C=CC=C2 4-(2-(2-bromo-1H-benzo[d]imidazol-1-yl)ethyl)morpholine